Hexamethyltriaminophosphine CN(C)P(N(C)C)N(C)C